NCC=1C=C(OCCCCNC(OC(C)(C)C)=O)C=C(C1C)C tert-butyl (4-(3-(aminomethyl)-4,5-dimethylphenoxy) butyl)carbamate